COC1=C(C=C(C=C1)O)O 4-methoxybenzene-1,3-diol